(Z)-2-fluoro-4-oxopent-2-enoic acid F\C(\C(=O)O)=C/C(C)=O